2-chloro-4-(4-(2-(2-pyridyl)ethenyl)anilino)pyrimidine ClC1=NC=CC(=N1)NC1=CC=C(C=C1)C=CC1=NC=CC=C1